C(#N)C(CS(=O)(=O)N)=C(C)NC=1C=NC(=CC1C)CC(C)C 2-cyano-3-((6-isobutyl-4-methylpyridin-3-yl)amino)but-2-enesulfonamide